2,6,7-trichloro-4-(1H-1,2,4-triazol-1-yl)quinoline ClC1=NC2=CC(=C(C=C2C(=C1)N1N=CN=C1)Cl)Cl